FC=1C(=C2C(=CC(=CC2=CC1F)N)B1OC(C(O1)(C)C)(C)C)OC([2H])([2H])F 6,7-Difluoro-5-(fluoromethoxy-d2)-4-(4,4,5,5-tetramethyl-1,3,2-dioxaborolan-2-yl)naphthalen-2-amine